3-(dimethylamino)alanine CN(C[C@H](N)C(=O)O)C